(S)-5-(2,4-difluorophenyl)-2-methyl-3,4-dihydro-2H-pyrano[2,3-b]Pyridine-7-carboxylic acid ethyl ester C(C)OC(=O)C1=CC(=C2C(=N1)O[C@H](CC2)C)C2=C(C=C(C=C2)F)F